C(C=C)N1C(=C(C(=C1)C(C(NCC#C)=O)=O)C)C(=O)NC1=CC(=C(C=C1)F)C#N 1-allyl-N-(3-cyano-4-fluoro-phenyl)-3-methyl-4-[2-oxo-2-(prop-2-ynylamino)acetyl]pyrrole-2-carboxamide